4-(2-bromo-5-methyl-4-nitrophenyl)piperazine BrC1=C(C=C(C(=C1)[N+](=O)[O-])C)N1CCNCC1